2-(3-{3-[(tert-butylamino)methyl]pyrrolidin-1-yl}-1,2,4-triazin-6-yl)-5-(1H-pyrazol-4-yl)phenol dihydrochloride Cl.Cl.C(C)(C)(C)NCC1CN(CC1)C=1N=NC(=CN1)C1=C(C=C(C=C1)C=1C=NNC1)O